COC(C(C[C@@H](C)[C@H]1CC[C@H]2[C@@H]3C(C[C@@H]4C[C@H](CC[C@]4(C)[C@H]3CC[C@]12C)O)=O)F)=O fluoro-3β-hydroxy-7-oxo-5β-cholanic acid methyl ester